1-(oxetan-3-yl)ethylamine O1CC(C1)C(C)N